N,N-dimethyl-oxiranylmethylamine CN(C)CC1OC1